[Sn+2].CC(C)(C)[O-].CC(C)(C)[O-] tert-butoxide Tin(II)